C(C)NC=1C=C(C=C2C(C(NC12)=O)(C)N1C[C@@H](C[C@@H](C1)F)NC=1C=CC(=NC1)C#N)F 5-[[(3R,5S)-1-[7-(ethylamino)-5-fluoro-3-methyl-2-oxo-indolin-3-yl]-5-fluoro-3-piperidyl]-amino]pyridine-2-carbonitrile